ClC=1N=C(C=2O[C@H](CNC2N1)C)NCCC1=CNC2=CC=CC=C12 (6S)-2-chloro-N-[2-(1H-indol-3-yl)ethyl]-6-methyl-7,8-dihydro-6H-pyrimido[5,4-b][1,4]oxazin-4-amine